methyl (S)-(1-(5-(chloromethyl)-2-methoxybenzyl)-7-((1-hydroxypentan-3-yl)amino)-1H-pyrazolo[4,3-d]pyrimidin-5-yl)carbamate ClCC=1C=CC(=C(CN2N=CC=3N=C(N=C(C32)N[C@H](CCO)CC)NC(OC)=O)C1)OC